2-chloro-4-(4-fluorophenyl)-6-phenyl-1,3,5-triazine ClC1=NC(=NC(=N1)C1=CC=C(C=C1)F)C1=CC=CC=C1